(+/-)-N-[(3R,4R)-3-fluoro-1-methylpiperidin-4-yl]-2-(5-{[(4-methanesulfonyl-2-methoxyphenyl)amino]methyl}-1,3,4-thiadiazol-2-yl)-1-(2,2,2-trifluoroethyl)-1H-indol-4-amine F[C@@H]1CN(CC[C@H]1NC=1C=2C=C(N(C2C=CC1)CC(F)(F)F)C=1SC(=NN1)CNC1=C(C=C(C=C1)S(=O)(=O)C)OC)C |r|